Dimethyl 2,2'-((2-(tert-butoxy)-2-oxoethyl)azanediyl)diacetate C(C)(C)(C)OC(CN(CC(=O)OC)CC(=O)OC)=O